C(C)(C)(CC(C)(C)C)N=P(N(C)C)(N(C)C)N(C)C tert.-Octyl-imino-tris-(dimethylamino)-phosphorane